(Z)-octadec-15-en-1-ol C(CCCCCCCCCCCCC\C=C/CC)O